[I-].N1(N=NC2=C1C=CC=C2)CNC(C(=O)C2N(CCC2)C(CNC(=O)C2=CC=NC1=CC=C(C=C21)OCCC[N+]2(CCCCC2)C)=O)=O 1-(3-((4-((2-(2-(2-(((1H-benzo[d][1,2,3]triazol-1-yl)methyl)amino)-2-oxoacetyl)pyrrolidin-1-yl)-2-oxoethyl)carbamoyl)quinolin-6-yl)oxy)propyl)-1-methylpiperidin-1-ium iodide